C(C)OC(C(CCC=1N=NN(C1)COC(C(C)(C)C)=O)F)=O 2,2-Dimethylpropanoic acid [4-(4-ethoxy-3-fluoro-4-oxo-butyl) triazol-1-yl]Methyl ester